4-(tert-Butoxycarbonylamino-methyl)-6-{[2-(3H-imidazol-4-yl)-ethylamino]-methyl}-pyridine-2-carboxylic acid methyl ester COC(=O)C1=NC(=CC(=C1)CNC(=O)OC(C)(C)C)CNCCC=1NC=NC1